N-amino-N'-cyclopropyl-4-iodo-2-methoxybenzamidine NNC(C1=C(C=C(C=C1)I)OC)=NC1CC1